(4bR,5aR)-5,5-dimethyl-4-(5-methyl-1H-indazol-4-yl)-2-(2-(2-propenoyl)-2,6-diazaspiro[3.4]octan-6-yl)-4b,5,5a,6-tetrahydrocyclopropa[3,4]cyclopenta[1,2-b]pyridine-3-carbonitrile CC1([C@H]2[C@H]1CC1=NC(=C(C(=C12)C1=C2C=NNC2=CC=C1C)C#N)N1CC2(CN(C2)C(C=C)=O)CC1)C